(2s,4r)-4-(4,4-difluoro-1-piperidinyl)-1-(9H-fluoren-9-ylmethoxycarbonyl)pyrrolidine-2-carboxylic acid FC1(CCN(CC1)[C@@H]1C[C@H](N(C1)C(=O)OCC1C2=CC=CC=C2C=2C=CC=CC12)C(=O)O)F